(13Z,16Z)-N,N-Dimethyl-4-((9Z,12Z)-octadeca-9,12-dien-1-yl)docosa-3,13,16-trien-1-amine CN(CCC=C(CCCCCCCC\C=C/C\C=C/CCCCC)CCCCCCCC\C=C/C\C=C/CCCCC)C